O(C)[SiH3] methoxyl-silane